(S)-2-((tert-butoxycarbonyl)amino)-3-(2,5-dioxo-2,5-dihydro-1H-pyrrol-1-yl)propanoic acid C(C)(C)(C)OC(=O)N[C@H](C(=O)O)CN1C(C=CC1=O)=O